NC=1C=C(C=CC1O)C(C(F)(F)F)(C(F)(F)F)C1=CC(=C(C=C1)O)N 2,2-bis(3-amino-4-hydroxyphenyl)hexafluoroPropane